C(C#C)CS(=O)(=O)O 2-propynyl-methanesulfonic acid